phenyl 2-(6-methoxy-naphthalen-2-yl)-propionate COC=1C=C2C=CC(=CC2=CC1)C(C(=O)OC1=CC=CC=C1)C